((6-((R)-3-(2-ethoxyphenoxy)piperidin-1-yl)pyrazin-2-yl)carbamoyl)pyrrolidine-3-carboxylic acid C(C)OC1=C(O[C@H]2CN(CCC2)C2=CN=CC(=N2)NC(=O)N2CC(CC2)C(=O)O)C=CC=C1